FC1(CC(C1)COC1=C(C=C(C=N1)[C@H]1CC2(CC(C2)(F)F)CCN1CC1=C2C=CNC2=C(C=C1OC)C)F)F (R)-6-(6-((3,3-difluorocyclobutyl)methoxy)-5-fluoropyridin-3-yl)-2,2-difluoro-7-((5-methoxy-7-methyl-1H-indol-4-yl)methyl)-7-azaspiro[3.5]nonane